1-[rac-(1S,4S)-4-(1,5-dimethylpyrazol-4-yl)-1-methyl-3,4-dihydro-1H-isoquinolin-2-yl]heptan-1-one CN1N=CC(=C1C)[C@H]1CN([C@H](C2=CC=CC=C12)C)C(CCCCCC)=O |r|